methyl (1R,6S)-1-{3-fluoro-5-methyl-2-[trans-4-(trifluoromethyl)cyclohexyl]pyrazolo[1,5-a]pyrimidin-7-yl}-3-azabicyclo[4.1.0]heptane-3-carboxylate FC=1C(=NN2C1N=C(C=C2[C@]21CN(CC[C@@H]1C2)C(=O)OC)C)[C@@H]2CC[C@H](CC2)C(F)(F)F